C(C=C)(=O)OC1=C(C(=O)O)C=CC=C1 acryloyloxy-benzoic acid